1-(4-(Aminomethyl)pyridazin-3-yl)dihydropyrimidine-2,4(1H,3H)-dione NCC1=C(N=NC=C1)N1C(NC(CC1)=O)=O